(1S)-1-cyclopropyl-2-[[4-[2-[(2,6-dimethylpyrimidin-4-yl)amino]pyrazolo[1,5-a]pyridin-5-yl]-6-methyl-3-pyridyl]oxy]ethanol C1(CC1)[C@@H](COC=1C=NC(=CC1C1=CC=2N(C=C1)N=C(C2)NC2=NC(=NC(=C2)C)C)C)O